C(C)C1C(NC=CC1)=O 3-ethyl-2-oxo-2,3-dihydro-1H-pyridine